2-sec-butyl-4,5-dihydrothiazole C(C)(CC)C=1SCCN1